ClC1=CC(=C(C=C1)C1=NC=C(C(=C1N)C)CC1=CC(=C(C=C1)NS(NC)(=O)=O)OC)F (4-chloro-2-fluoro-phenyl)-5-[[3-methoxy-4-(methylsulfamoylamino)phenyl]methyl]-4-methyl-pyridin-3-amine